Di-tert-butyl (6R)-3-(3-ethoxy-3-oxopropanoyl)-6-methyl-6,7-dihydro-2H-pyrazolo[4,3-c]-pyridine-2,5(4H)-dicarboxylate C(C)OC(CC(=O)C=1N(N=C2C1CN([C@@H](C2)C)C(=O)OC(C)(C)C)C(=O)OC(C)(C)C)=O